3-(4-chlorophenyl)-2-[(5-chloropyrimidin-2-yl)methyl]-4-fluoro-6-[1-(4-fluorooxan-4-yl)-1-hydroxyethyl]-3-[(1-hydroxycyclopropyl)methoxy]-2,3-dihydro-1H-isoindol-1-one ClC1=CC=C(C=C1)C1(N(C(C2=CC(=CC(=C12)F)C(C)(O)C1(CCOCC1)F)=O)CC1=NC=C(C=N1)Cl)OCC1(CC1)O